C(C1=CC=CC=C1)(=O)C(C(C(=O)O)(O)C(C1=CC=CC=C1)=O)(O)C(=O)O (+)-(2R,3R)-bisbenzoyltartaric acid